C(O)(O)=O.C(C1CO1)OC(C)(C)C t-butyl GLYCIDYL ETHER carbonate